C1(CCC1)C1=C(C=C(C=N1)CC(=O)NC1=CC(=C(C=C1)F)[C@H](C)NC=1C=NC=2C(N1)=NN(C2)CC)F (S)-2-(6-cyclobutyl-5-fluoropyridin-3-yl)-N-(3-(1-((2-ethyl-2H-pyrazolo[3,4-b]pyrazin-6-yl)amino)ethyl)-4-fluorophenyl)acetamide